FC=1C=2N(C=CC1)N=C(C2)[C@H]2N(CCC1=C2N=CN1)C=1N=CC(=NC1)C(=O)N(C)C (S)-5-(4-(4-fluoropyrazolo[1,5-a]pyridin-2-yl)-1,4,6,7-tetrahydro-5H-imidazo[4,5-c]pyridin-5-yl)-N,N-dimethylpyrazine-2-carboxamide